C(C)O[C@H]([C@]1(CN(CC1)C(C)(C)C=1C=CC(=NC1)C)CCC=1SC(=CC1)F)F |o1:4| 5-(2-((R or S)-3-((S)-ethoxyfluoro-methyl)-3-(2-(5-fluorothiophen-2-yl)ethyl)pyrrolidin-1-yl)propan-2-yl)-2-methylpyridine